C(CC)N(CCC)C[SiH3] (dipropylamino)methylsilane